C[C@H]1[C@@H](OC2[C@@H](OC1C2)CO)\C=C\C2=CC=CC=C2 ((3S,4R,7S)-4-methyl-3-((E)-styryl)-2,6-dioxabicyclo[3.2.1]octan-7-yl)methanol